4-[(6-methyl-4-[(5-methyl-1H-pyrazol-3-yl)amino]-7H-pyrrolo[2,3-d]pyrimidin-2-yl)amino]adamantan-1-ol CC1=CC2=C(N=C(N=C2NC2=NNC(=C2)C)NC2C3CC4(CC(CC2C4)C3)O)N1